(methoxyimino)spiro[bicyclo[2.2.1]heptane-2,1'-cyclopentan]-3'-one CON=C1C2(CCC1=O)C1CCC(C2)C1